tetrabutyl-ammonium fluoride [F-].C(CCC)[N+](CCCC)(CCCC)CCCC